ClC1=C(C=CC(=C1)C(F)(F)F)N1CCC(CC1)(C(=O)NCCN(C)C)C=1C=CC(=NC1)C=1C(=NC=CC1)OC 1-[2-chloro-4-(trifluoromethyl)phenyl]-N-[2-(dimethylamino)ethyl]-4-{2'-methoxy-[2,3'-bipyridin]-5-yl}piperidine-4-carboxamide